CCN1C2=C(C=C(C=C2)C=NN(C)C3=CC=CC=C3)C4=CC=CC=C41 9-ethylcarbazole-3-carboxaldehyde N-methyl-N-phenylhydrazone